CS(=O)(=O)OC1N(CC12CCC2)C(=O)[O-] ((methylsulfonyl) oxy)-2-azaspiro[3.3]heptane-2-carboxylate